CC1=C(C=NN1C1CC(C1)SC)C1=C(C(=NC(=N1)N)N)C(F)(F)F (5-methyl-1-(3-methylsulfanylcyclobutyl)pyrazol-4-yl)-5-(trifluoromethyl)pyrimidine-2,4-diamine